[Na].[Na].CCCC butane disodium salt